BrC=1C=C(C=C(C1O)Br)C(=O)C1=C(N=C2N1C=C(C=N2)C(F)(F)F)CC (3,5-dibromo-4-hydroxyphenyl)(2-ethyl-6-(trifluoromethyl)imidazo[1,2-a]pyrimidin-3-yl)methanone